COC=1C=C(C=CC1)C=1C=2N(C(=CC1)C1=CC=CC=C1)C1=C(N2)C=CC=C1 4-(3-methoxyphenyl)-1-phenylbenzo[4,5]imidazo[1,2-a]pyridine